bis(methyl-d3)zinc C([2H])([2H])([2H])[Zn]C([2H])([2H])[2H]